C(C1CO1)OC(CN(CCN(CC(=O)O)CC(=O)O)CC(=O)OCC1CO1)=O ethylenediaminetetraacetic acid diglycidyl Ester